1-((1S,4aS,4bR,6aR,9S,11aS,11bR,13aS)-9-hydroxy-9,13a-dimethyloctadecahydro-1H-cyclohepta[a]phenanthren-1-yl)ethan-1-one O[C@]1(CC[C@@H]2[C@@H]([C@H]3CC[C@@]4([C@H](CCC[C@H]4[C@@H]3CC2)C(C)=O)C)CC1)C